FCOC1=CC=C(OC2=CC=C(C=N2)S(=O)(=O)N2C[C@@H]3CC[C@H](C2)N3C(=O)OCCOC)C=C1 (1S,2R,5R)-3-((6-(4-(fluoromethoxy)phenoxy)pyridin-3-yl)sulfonyl)-8-((2-methoxyethoxy)carbonyl)-3,8-diazabicyclo[3.2.1]octane